CC1=C(C=CC(=C1)C)NC(=O)N1CCC2(CC1)CN(C1=CC=CC=C12)CC1=CC=C(C=C1)C(F)(F)F N-(2,4-dimethylphenyl)-1-(4-(trifluoromethyl)benzyl)spiro[indoline-3,4'-piperidine]-1'-formamide